2,3-dimethoxyglycerol COOC(CO)COOC